FC1=C2C=C(C(=NC2=CC(=C1)CO)C)C1C(NC(CC1)=O)=O 3-(5-fluoro-7-(hydroxymethyl)-2-methylquinolin-3-yl)piperidine-2,6-dione